ClC1=CC(=C(C=C1)C(C)=O)OC 1-(4-Chloro-2-methoxyphenyl)ethan-1-one